NC=1N=C(SC1C(C1=CC=C(C=C1)OC(F)F)=O)N(C1=CC=C(C=C1)C(F)(F)F)[C@H](C(=O)N)C (S)-2-[N-[4-amino-5-[4-(difluoromethoxy)benzoyl]thiazol-2-yl]-4-(trifluoromethyl)anilino]propanamide